C1(CCC1)OCC(O)C=1C=C2C(=NC1)N(N=C2)[Si](C(C)C)(C(C)C)C(C)C 2-(cyclobutoxy)-1-(1-triisopropylsilylpyrazolo[3,4-b]pyridin-5-yl)ethanol